6-(2-(6-methoxypyridin-3-yl)thieno[3,2-d]pyrimidin-4-yl)-2-methylquinoline-4,6-diamine COC1=CC=C(C=N1)C=1N=C(C2=C(N1)C=CS2)C2(CC=1C(=CC(=NC1C=C2)C)N)N